[N+](=O)([O-])C=1C(=NNC1)OC1COC1 4-nitro-3-(oxetan-3-yloxy)-1H-pyrazol